tert-butyl 2-(4-benzyloxycarbonylpiperazin-1-yl)-2-methyl-7-azaspiro[3.5]nonane-7-carboxylate C(C1=CC=CC=C1)OC(=O)N1CCN(CC1)C1(CC2(C1)CCN(CC2)C(=O)OC(C)(C)C)C